methyl (S)-6-allyl-1,4,8-trioxaspiro[4.5]decan-6-carboxylate C(C=C)[C@]1(C2(OCCO2)CCOC1)C(=O)OC